sodium potassium antimonate lead [Pb+2].[Sb]([O-])([O-])([O-])=O.[K+].[Na+]